CC1C=CC(C2C(C3=CC=CC=C3C(C12)=O)=O)C 1,4-dimethyl-1,4,4a,9a-tetrahydroanthraquinone